FC(C1=C(C=CC=C1)C=1C=CC2=C(N=CCO2)C1)(F)F 6-(2-trifluoromethylphenyl)-1,4-benzoxazine